2-(3-bromopropoxy)acetic acid BrCCCOCC(=O)O